C(C)(C)(C)C=1C=C(N(N1)C1=CC=CC=C1)NC(=O)NC1=C(C=C(C=C1)OC1=CC=NC=2NC(C=NC21)=O)F 1-(5-tert-butyl-2-phenylpyrazol-3-yl)-3-[2-fluoro-4-[(3-oxo-4H-pyrido[2,3-b]pyrazin-8-yl)oxy]phenyl]urea